ClC=1C=NC=CC1SC=1C=2N(C(=NC1)N1CCC3(CCC[C@H]3N)CC1)C=CN2 (R)-8-(8-((3-chloropyridin-4-yl)thio)imidazo[1,2-c]pyrimidin-5-yl)-8-azaspiro[4.5]decan-1-amine